N-[(1S)-5-[2-(2-aminopyridin-3-yl)-5-(pyrazol-1-yl)imidazo[4,5-b]pyridin-3-yl]-2,3-dihydro-1H-inden-1-yl]-5-bromo-4-methoxy-1,3-benzoxazole-7-carboxamide NC1=NC=CC=C1C1=NC=2C(=NC(=CC2)N2N=CC=C2)N1C=1C=C2CC[C@@H](C2=CC1)NC(=O)C1=CC(=C(C=2N=COC21)OC)Br